epoxyheptyl methacrylate C(C(=C)C)(=O)OCCCCCC1CO1